C(C)(=O)OC[C@@H]1[C@H]([C@@H]([C@H](C(O)O1)OC(CCC)=O)OC(CCC)=O)OC(CCC)=O 6-O-acetyl-2,3,4-tri-O-butyryl-D-glucopyranose